The molecule is octaanion of 1D-myo-inositol 3,4,5,6-tetrakisphosphate arising from global deprotonation of the acidic phosphate OH groups. It has a role as a human metabolite. It is a conjugate base of a 1D-myo-inositol 3,4,5,6-tetrakisphosphate. [C@H]1([C@@H]([C@@H]([C@H]([C@@H]([C@H]1OP(=O)([O-])[O-])OP(=O)([O-])[O-])OP(=O)([O-])[O-])OP(=O)([O-])[O-])O)O